3,5-bis(trifluoromethyl)piperidine FC(C1CNCC(C1)C(F)(F)F)(F)F